CC1(OC[C@H](O1)C1=CC=C(C=N1)NC(OC(C)(C)C)=O)C tert-Butyl (R)-(6-(2,2-dimethyl-1,3-dioxolan-4-yl)pyridin-3-yl)carbamate